(S)-3-amino-3-(2',4'-difluoro-6-methoxybiphenyl-3-yl)propionic acid ethyl ester C(C)OC(C[C@@H](C=1C=C(C(=CC1)OC)C1=C(C=C(C=C1)F)F)N)=O